NC=1C2=C(N=CN1)N(C(=C2C2=CC=C(C=C2)C(=O)C2CCCC2)C2CN(CC2)C(C=C)=O)C 1-(3-(4-amino-5-(4-(cyclopentane-carbonyl)phenyl)-7-methyl-7H-pyrrolo[2,3-d]pyrimidin-6-yl)pyrrolidin-1-yl)prop-2-en-1-one